C(C)(C)(C)OC(=O)N1C[C@H](CC1)OC1=C(C(=O)OC)C(=CC(=N1)Cl)Cl methyl (S)-2-((1-(tert-butoxycarbonyl)pyrrolidin-3-yl)oxy)-4,6-dichloronicotinate